N-(5-(tert-butyl)-[1,1'-biphenyl]-2-yl)dibenzo[b,d]furan-3-amine C(C)(C)(C)C=1C=CC(=C(C1)C1=CC=CC=C1)NC=1C=CC2=C(OC3=C2C=CC=C3)C1